4-trans-t-Butylcyclohexanol C(C)(C)(C)C1(CCCCC1)O